FC1=CNC2=NC=CC(=C21)OC2=CC=C(C=C2)N2C(N(CC2=O)C2=CC(=CC=C2)C(F)(F)F)=O 3-{4-[(3-fluoro-1H-pyrrolo[2,3-b]pyridin-4-yl)oxy]phenyl}-1-[3-(trifluoromethyl)phenyl]-2,4-imidazolidinedione